COC(C1=CC(=CC(=C1)C=1SC(=CN1)C)OC[C@H]1CN(C(O1)=O)C)=O 3-{[(5R)-3-methyl-2-oxo-1,3-oxazolidin-5-yl]methoxy}-5-(5-methyl-1,3-thiazol-2-yl)benzoic acid methyl ester